CC1=CC(=NC=C1)C(C)N 1-(4-methylpyridin-2-yl)ethylamine